4-{[(5RS)-3-oxo-5-(pyrrolidin-1-ylcarbonyl)-5,6,7,8-tetrahydro[1,2,4]triazolo[4,3-a]pyridine-2(3H)-yl]methyl}benzenesulfonamide O=C1N(N=C2N1[C@H](CCC2)C(=O)N2CCCC2)CC2=CC=C(C=C2)S(=O)(=O)N |r|